NC1=NC(=C(C(=N1)N)OCCCOC1=C(C=CC=C1)NC(CCCCC(=O)NO)=O)CC N1-(2-{3-[(2,4-diamino-6-ethylpyrimidin-5-yl)oxy]propoxy}phenyl)-N6-hydroxyadipamide